C1(CC1)N1C=C(C=2N=C(N=CC21)SCCC(=O)OCC(CCCC)CC)N2CC(C1(CC1)CC2)(F)F 2-ethylhexyl 3-((5-cyclopropyl-7-(4,4-difluoro-6-azaspiro[2.5]octan-6-yl)-5H-pyrrolo[3,2-d]pyrimidin-2-yl)thio)propionate